C(C1=CC=CC=C1)(=O)ON=C(C=O)CCCCCC Octane-1,2-dione 2-(O-benzoyl oxime)